5-((4-phenoxybutyryl)-glycyl)-5-azaspiro[2.4]heptane-6-carboxamide O(C1=CC=CC=C1)CCCC(=O)NCC(=O)N1CC2(CC2)CC1C(=O)N